4-(4-(3,8-diazabicyclo[3.2.1]octan-3-yl)-8-fluoro-2-((hexahydro-1H-furo[3,4-b]pyrrolizin-7a(5H)-yl)methoxy)pyrido[4,3-d]pyrimidin-7-yl)-5,6-difluoronaphthalen-2-ol C12CN(CC(CC1)N2)C=2C1=C(N=C(N2)OCC23CCCN3C3C(C2)COC3)C(=C(N=C1)C1=CC(=CC3=CC=C(C(=C13)F)F)O)F